BrC=1N=NC(=CC1)Br 3,6-dibromo-pyridazine